5-anilino-1,2,3,4-thiatriazole N(C1=CC=CC=C1)C1=NN=NS1